N-(6-(4-(3-chloropropylsulfonyl)piperazin-1-yl)-2-ethylimidazo[1,2-a]pyridin-3-yl)-4-(4-fluorophenyl)-N-methylthiazol-2-amine ClCCCS(=O)(=O)N1CCN(CC1)C=1C=CC=2N(C1)C(=C(N2)CC)N(C=2SC=C(N2)C2=CC=C(C=C2)F)C